[S-]C#N.C(=C)N1CN(C=C1)CCCC L-1-vinyl-3-butylimidazole thiocyanate